ClC=1C=C(C=C(C1F)Cl)C1(CC(=NO1)N1CC=2C=NC(=CC2C1)C(=O)NCC(C)(C)C)C(F)(F)F 2-(5-(3,5-dichloro-4-fluorophenyl)-5-(trifluoromethyl)-4,5-dihydroisoxazol-3-yl)-N-neopentyl-2,3-dihydro-1H-pyrrolo[3,4-c]pyridine-6-carboxamide